5-(N-([1,1'-biphenyl]-3-ylmethyl)-[1,1'-biphenyl]-4-sulfonylamino)benzofuran-2-carboxylic acid C1(=CC(=CC=C1)CN(C=1C=CC2=C(C=C(O2)C(=O)O)C1)S(=O)(=O)C1=CC=C(C=C1)C1=CC=CC=C1)C1=CC=CC=C1